CN1C(C2=C(C(=C1)C(C)C1=CC=CC=C1)C=CN2S(=O)(=O)C2=CC=C(C)C=C2)=O 6-methyl-4-(1-phenylethyl)-1-p-toluenesulfonyl-1,6-dihydro-7H-pyrrolo[2,3-c]pyridin-7-one